COC=1C=C(C=CC1OC)C=1C(=NN2C1N=C(C=C2NCC2=CC=C(C=C2)F)C)C (3,4-dimethoxyphenyl)-N-[(4-fluorophenyl)methyl]-2,5-dimethyl-pyrazolo[1,5-a]pyrimidin-7-amine